FC=1C(=NC(=NC1)NC1=CC=C(C=N1)N1CCN(CC1)C(=O)OC(C)(C)C)C=1C=C2C=CC=NC2=CC1 tert-butyl 4-(6-((5-fluoro-4-(quinolin-6-yl)pyrimidin-2-yl)amino)pyridin-3-yl)piperazine-1-carboxylate